IC=1C(=NC(N([C@H]2C[C@H](O)[C@@H](COC(C3=CC=CC=C3)(C3=CC=CC=C3)C3=CC=CC=C3)O2)C1)=O)N 5-Iodo-5'-O-Trityl-2'-deoxycytidine